C(C)NCC1=CC=C(C(=O)NC2=NC3=C(N2)C(=CC=C3C3=CC=CC=C3)OC)C=C1 4-Ethylaminomethyl-N-(7-methoxy-4-phenyl-1H-benzoimidazol-2-yl)-benzamide